C(C)(=O)C1=CC=C(C=C1)N1CN2N(CC=C3C2C=2C=CC(=CC2OC3(C)C)N(C(C)C)C(C)C)C1 2-(4-acetylphenyl)-10-(diisopropylamino)-7,7-dimethyl-5,12b-dihydro-1H,7H-chromeno[4,3-c][1,2,4]triazolo[1,2-a]Pyridazine